ClC1=CC=C2C(C(N(C2=C1)C1(CC(C1)N1CCCCC1)C)=O)(C)C 6-chloro-3,3-dimethyl-1-((1s,3s)-1-methyl-3-(piperidin-1-yl)cyclobutyl)indolin-2-one